1-dimethylaminomethyl-1'-phenylferrocene CN(C)C[C-]1C=CC=C1.C1(=CC=CC=C1)[C-]1C=CC=C1.[Fe+2]